heptylammonium C(CCCCCC)[NH3+]